water, Tributylammonium salt C(CCC)[NH+](CCCC)CCCC.O